CCCC=CCCC=O Oct-4-en-8-one